[Al].[Si].[Fe].[Ni] nickel-iron-silicon-aluminum